O=C1NC(CCC1N1C(C2=CC=C(C=C2C1=O)N1CC(C1)CN1CCNCC1)=O)=O 2-(2,6-dioxopiperidin-3-yl)-5-(3-(piperazin-1-ylmethyl)azetidin-1-yl)isoindoline-1,3-dione